7-[1-(1-Cyano-4-piperidyl)-5-methyl-triazol-4-yl]-5-[3,3,3-trifluoro-1-(5-fluoro-2-pyridyl)propoxy]imidazo[1,2-a]pyridine-3-carbonitrile C(#N)N1CCC(CC1)N1N=NC(=C1C)C1=CC=2N(C(=C1)OC(CC(F)(F)F)C1=NC=C(C=C1)F)C(=CN2)C#N